O=C([C@H](O)[C@H](O)[C@@H](O)[C@@H](O)C)[2H] rhamnose-d